2-(2-decanamidoacetamido)acetic acid C(CCCCCCCCC)(=O)NCC(=O)NCC(=O)O